NC(CNC(=O)C1=CC=C(C=C1)C1=C(N(C=C1)S(N)(=O)=O)C(=O)O)=O 3-[4-[(2-Amino-2-oxo-ethyl)carbamoyl]phenyl]-1-sulfamoyl-pyrrole-2-carboxylic acid